(S)-1-[2-(Benzo[d]isoxazol-3-yl)phenyl]-2-(6-fluoropyridin-2-yl)ethan-1-amine O1N=C(C2=C1C=CC=C2)C2=C(C=CC=C2)[C@H](CC2=NC(=CC=C2)F)N